ClC1=CC(=C(CN2C(NC(C3=C2C=CN3)=O)=C=S)C=C1)C1NCCCC1 1-(4-Chloro-2-(piperidin-2-yl)benzyl)-2-thiocarbonyl-1,2,3,5-tetrahydro-4H-pyrrolo[3,2-d]pyrimidin-4-one